(S)-N2-[1-(4-fluorophenyl)ethyl]-4-(4-methyl-1H-imidazol-1-yl)-N6-(pyrazin-2-yl)pyridine-2,6-diamine FC1=CC=C(C=C1)[C@H](C)NC1=NC(=CC(=C1)N1C=NC(=C1)C)NC1=NC=CN=C1